3-(1-oxo-5-(2-oxopiperidine-1-carbonyl)isoindolin-2-yl)piperidine-2,6-dione O=C1N(CC2=CC(=CC=C12)C(=O)N1C(CCCC1)=O)C1C(NC(CC1)=O)=O